ClC=1C=C(CC=2C=NN(C2)C(=O)N[C@@H]2C(N(C3=C(NC2)C=CC=C3)C)=O)C=CC1 (S)-4-(3-chlorobenzyl)-N-(5-methyl-4-oxo-2,3,4,5-tetrahydrobenzo[b][1,4]azazepin-3-yl)-1H-pyrazole-1-carboxamide